OC1=C(C(N(C(=C1)C)C)=O)NC(N[C@@H](CC(=O)OCC)C1=CC=C(C=C1)OC1=CC(=CC=C1)OC)=O ethyl (S)-3-(3-(4-hydroxy-1,6-dimethyl-2-oxo-1,2-dihydropyridin-3-yl)ureido)-3-(4-(3-methoxy phenoxy)phenyl)propanoate